O=S1(CCN(CC1)C(CC[C@H]1CN(C2=C(O1)C=CC(=C2)C2=CC(=CC=C2)OC)S(=O)(=O)C2=CC(=CC=C2)C(F)(F)F)=O)=O (S)-1-(1,1-dioxidothio-morpholino)-3-(6-(3-methoxyphenyl)-4-((3-(trifluoromethyl)phenyl)sulfonyl)-3,4-dihydro-2H-benzo[b][1,4]-oxazin-2-yl)propan-1-one